N1=NC=NC(=C1)C(=O)O 1,2,4-TRIAZINE-5-CARBOXYLIC ACID